1H-Imidazole-4-carboxylic acid (4-methoxy-7-phenyl-thiazolo[4,5-c]pyridin-2-yl)-amide COC1=NC=C(C2=C1N=C(S2)NC(=O)C=2N=CNC2)C2=CC=CC=C2